(M)-4-[(2S,5R)-2,5-Dimethyl-4-prop-2-enoyl-piperazin-1-yl]-6-fluoro-1-(2-isopropyl-4-methyl-3-pyridyl)-7-(3-methoxy-1-naphthyl)pyrido[2,3-d]pyrimidin-2-one C[C@@H]1N(C[C@H](N(C1)C(C=C)=O)C)C=1C2=C(N(C(N1)=O)C=1C(=NC=CC1C)C(C)C)N=C(C(=C2)F)C2=CC(=CC1=CC=CC=C21)OC